C(C)O[SiH2]OCC (diethoxy)silane